ethyl rac-8-oxo-1,4-dioxaspiro[4.5]decane-7-carboxylate O=C1[C@@H](CC2(OCCO2)CC1)C(=O)OCC |r|